CC1C(C1C1=NC=CC=C1)C(=O)N 2-methyl-3-(pyridin-2-yl)cyclopropane-1-carboxamide